5-amino-8-(2,6-dimethyl-4-pyridyl)-7-phenyl-2-[2-[[1-(pyridine-3-carbonyl)pyrrolidin-3-yl]amino]ethyl]-[1,2,4]triazolo[4,3-c]pyrimidin-3-one NC1=NC(=C(C=2N1C(N(N2)CCNC2CN(CC2)C(=O)C=2C=NC=CC2)=O)C2=CC(=NC(=C2)C)C)C2=CC=CC=C2